C1(CC1)C1=C(C(=CC(=C1)C(F)(F)F)OC)C1=C2C(=C(N=N1)N[C@H]1CN(CCC1)C)C=NC=C2 1-[2-cyclopropyl-6-methoxy-4-(trifluoromethyl)phenyl]-N-[(3R)-1-methyl-3-piperidyl]pyrido[3,4-d]pyridazin-4-amine